N1=C(C=CC=C1)CNCC1=NC=CC=C1.[Zn+2] zinc(II) dipicolylamine